O1C(CC(CC1)=O)=O dihydro-pyrane-2,4-dione